N7-(5-methyl-1H-pyrazol-3-yl)-1,6-naphthyridine-5,7-diamine CC1=CC(=NN1)NC=1N=C(C=2C=CC=NC2C1)N